N-(5-cyclopropyl-1,3,4-thiadiazol-2-yl)-3-(phenylsulfonamido)benzamide C1(CC1)C1=NN=C(S1)NC(C1=CC(=CC=C1)NS(=O)(=O)C1=CC=CC=C1)=O